OC=1C(=C(C(=O)OC)C=CC1)C methyl (R)-3-hydroxy-2-methylbenzoate